COC(=O)C1=NC(=C(N=C1N)C=1OC=CN1)C1=CN(C(C=C1)=O)C 3-amino-6-(1-methyl-6-oxo-1,6-dihydropyridin-3-yl)-5-(1,3-Oxazol-2-yl)pyrazine-2-carboxylic acid methyl ester